(3S)-tert-Butyl 4-(6-chloro-7-(2-cyano-6-fluorophenyl)-1-(2-isopropylphenyl)-2-oxo-1,2-dihydropyrido[2,3-d]pyrimidin-4-yl)-3-methylpiperazine-1-carboxylate ClC1=CC2=C(N(C(N=C2N2[C@H](CN(CC2)C(=O)OC(C)(C)C)C)=O)C2=C(C=CC=C2)C(C)C)N=C1C1=C(C=CC=C1F)C#N